(2-(2-fluoropropoxy)pyridin-4-yl)methylamine FC(COC1=NC=CC(=C1)CN)C